ClC1=CCCCN1C(=O)Cl 6-chloro-1,2,3,4-tetrahydropyridine-1-carbonyl chloride